C(C)C1=C(C2=C(N=C(N2COCC[Si](C)(C)C)C)S1)N Ethyl-6-amino-2-methyl-1-((2-(trimethylsilyl)ethoxy)methyl)-1H-thieno[2,3-d]imidazole